N1N=NN=C1C1=C(C=CC=C1)C1=CC=C(C=C1)C(N([C@@H](C(C)C)C(=O)O)C(CCCC)=O)N N-((2'-(1H-tetrazol-5-yl)-[1,1'-biphenyl]-4-yl)(amino)methyl)-N-pentanoyl-L-valine